3-(N-((1-Methylazetidin-3-yl)methyl)sulfamoyl)-1-(1,2,3,5,6,7-hexahydro-s-indacen-4-yl)urea, potassium salt [K].CN1CC(C1)CNS(=O)(=O)NC(NC1=C2CCCC2=CC=2CCCC12)=O